2-Ethoxy-4-(3-oxa-9-azabicyclo[3.3.1]nonane-9-carbonyl)benzoic acid C(C)OC1=C(C(=O)O)C=CC(=C1)C(=O)N1C2COCC1CCC2